FC1(OC2=C(C=NC(=C2)C(=O)O)O1)F 2,2-difluoro-[1,3]dioxolo[4,5-c]pyridine-6-carboxylic acid